Cl.Cl.NCC(=O)NC=1C=C2CC3(C(NC4=NC=CC=C43)=O)CC2=CC1 2-Amino-N-(2'-oxo-1,1',2',3-tetrahydrospiro[indene-2,3'-pyrrolo[2,3-b]pyridin]-5-yl)acetamide dihydrochloride